(2R,3S)-N-((3S)-5-(4-(hydroxymethyl)phenyl)-2-oxo-2,3-dihydro-1H-1,4-benzodiazepin-3-yl)-2,3-bis(3,3,3-trifluoropropyl)succinamide OCC1=CC=C(C=C1)C1=N[C@@H](C(NC2=C1C=CC=C2)=O)NC([C@@H]([C@@H](C(=O)N)CCC(F)(F)F)CCC(F)(F)F)=O